NC1=CC(=NC(=N1)NC1CC1)N1CC(N(CC1)C(C)=O)C1=C(C=CC=C1)Br 1-(4-(6-amino-2-(cyclopropylamino)pyrimidin-4-yl)-2-(2-bromophenyl)piperazin-1-yl)ethan-1-one